N1N=CC(=C1)CNC(=O)NC1=CC=C(C=C1)S(=O)(=O)C1=CC=C(C=C1)F 1-((1H-Pyrazol-4-yl)methyl)-3-(4-((4-fluorophenyl)sulfonyl)phenyl)urea